1-(2-((6-oxo-5-(trifluoromethyl)-1,6-dihydropyridazin-4-yl)amino)propyl)pyrrolidine O=C1C(=C(C=NN1)NC(CN1CCCC1)C)C(F)(F)F